(2R,3R,4S,5S)-2-(acetylmethyl)-5-(1-(2,2-difluorocyclobutyl)-2,4-dioxo-1,2,3,4-tetrahydropyrimidin-5-yl)tetrahydrofuran-3,4-diyl diacetate C(C)(=O)O[C@@H]1[C@H](O[C@H]([C@@H]1OC(C)=O)C=1C(NC(N(C1)C1C(CC1)(F)F)=O)=O)CC(C)=O